C(C)(=O)OC1=C(C=C(C=C1)C)Br 2-bromo-4-methylphenyl acetate